1,1-dimethyl-3,4-diphenylsilapentalene CC1([SiH2]C(=C2C(=CC=C12)C1=CC=CC=C1)C1=CC=CC=C1)C